1-Bromo-2-(bromomethyl)-5-(1,1-difluoroethyl)-3-nitrobenzene BrC1=C(C(=CC(=C1)C(C)(F)F)[N+](=O)[O-])CBr